2-(2-methyl-8-nitroquinolin-3-yl)acetic acid CC1=NC2=C(C=CC=C2C=C1CC(=O)O)[N+](=O)[O-]